FC1=CC(=C(OC=2C(=CC(N(C2)CC(=O)N(C)C)=O)C=2C3=C(C(N(C2)C)=O)NC=C3)C(=C1)C)C 2-(5-(4-fluoro-2,6-dimethylphenoxy)-4-(6-methyl-7-oxo-6,7-dihydro-1H-pyrrolo[2,3-c]pyridin-4-yl)-2-oxopyridin-1(2H)-yl)-N,N-dimethylacetamide